ClC1=NC(=CC=C1CCC(C)N)Cl 4-(2,6-dichloropyridin-3-yl)butan-2-amine